2-methyl-9-(n-undecyloxycarbonyloxy)anthracene phenyl-(3-(difluoromethoxy)phenyl)carbamate C1(=CC=CC=C1)N(C(O)=O)C1=CC(=CC=C1)OC(F)F.CC1=CC2=C(C3=CC=CC=C3C=C2C=C1)OC(=O)OCCCCCCCCCCC